O1C(=CC2=C1C=CC=C2)C=2C=C(C=CC2)B2OC(C(O2)(C)C)(C)C 2-(3-(benzofuran-2-yl)phenyl)-4,4,5,5-tetramethyl-1,3,2-dioxaborolane